C(=O)(OCC1=CC=CC=C1)N[C@@H](CCC(=O)[O-])C(=O)OCC1=CC=CC=C1 1-benzyl N-carbobenzoxy-L-glutamate